3-(Dodecyloxy)propanenitrile C(CCCCCCCCCCC)OCCC#N